C(C)OC([C@@H]([C@@H](NNS(=O)(=O)C(C)(C)C)C1=C(C=C(C=C1)Br)F)F)=O (2R,3S)-3-(4-bromo-2-fluorophenyl)-3-((R)-1,1-dimethylethylsulfonamidoamino)-2-fluoropropionic acid ethyl ester